ClC1=CC=C(C=C1)C1=CC(=NC(=N1)C=1C=NC=CC1)N1CCC(CC1)C#N (6-(4-chlorophenyl)-2-(pyridin-3-yl)pyrimidin-4-yl)piperidine-4-carbonitrile